(1-(4-methoxyphenyl)-1H-pyrazole-3,4-diyl)bis((4-bromophenyl)methanone) COC1=CC=C(C=C1)N1N=C(C(=C1)C(=O)C1=CC=C(C=C1)Br)C(=O)C1=CC=C(C=C1)Br